(2S,3S,4R,5S)-4-[[3-(2-ethoxy-3,4-difluoro-phenyl)-4,5-dimethyl-5-(trifluoromethyl)tetrahydrofuran-2-carbonyl]amino]-1-oxo-pyridin-1-ium-2-carboxamide C(C)OC1=C(C=CC(=C1F)F)[C@H]1C(O[C@@]([C@@H]1C)(C(F)(F)F)C)C(=O)NC1=C[C@H]([N+](C=C1)=O)C(=O)N